(S)-pyrroline-2-yl-1,1-Di-p-tolyl-methanol hydrochloride Cl.N1C(=CCC1)C(O)(C1=CC=C(C=C1)C)C1=CC=C(C=C1)C